The molecule is a monohydroxyflavanone that is flavanone substituted by a hydroxy group at position 6. It has a role as a fungal xenobiotic metabolite. C1C(OC2=C(C1=O)C=C(C=C2)O)C3=CC=CC=C3